(3-bromo-5-chloro-phenyl)methylamine BrC=1C=C(C=C(C1)Cl)CN